BrC=1C=C(C=C(C1)F)C=1N=C(SC1)N (3-bromo-5-fluoro-phenyl)thiazol-2-amine